COC(C1=C(C(=C(C(=C1C)O)Br)F)Br)=O 2,4-dibromo-3-fluoro-5-hydroxy-6-methylbenzoic acid methyl ester